BrC1=C(OCC(C(=O)NC2CCN(CC2)C)(C)C)C=CC=C1 3-(2-bromophenoxy)-2,2-dimethyl-N-(1-methylpiperidin-4-yl)propionamide